BrC=1C=CC=2C3(C4=CC=CC=C4C2C1)C1=CC=CC=C1CC=1C=CC=CC13 3'-bromo-10H-spiro(anthracene-9,9'-fluorene)